(4-(Ethylsulfonyl)benzyl)-1-(2-(trifluoromethyl)benzyl)-1H-indazole-5-carboxamide C(C)S(=O)(=O)C1=CC=C(CC2=NN(C3=CC=C(C=C23)C(=O)N)CC2=C(C=CC=C2)C(F)(F)F)C=C1